S(=O)(=O)([O-])[O-].[Na+].O=C1C(O)=C(O)[C@H](O1)[C@@H](O)CO.[Na+] L-ascorbic acid sodium sulfate